N1=CC(=CC=C1)C=1C(=C(C(=C(C1N1C2=CC=CC=C2C=2C=CC=CC12)N1C2=CC=CC=C2C=2C=CC=CC12)C=1C=NC=CC1)N1C2=CC=CC=C2C=2C=CC=CC12)N1C2=CC=CC=C2C=2C=CC=CC12 9,9',9'',9'''-(3,6-di(pyridin-3-yl)benzene-1,2,4,5-tetrayl)tetrakis(9H-carbazole)